C(C(=C)C)(=O)OCCC[SiH2]C(OCC)OCC γ-methacryloyloxypropyl-diethoxymethyl-silane